3-methoxy-4-{[3-(4-{[(1S,4S)-4-[bis(2-methoxyethyl)amino]cyclohexyl]amino}-1-(2,2,2-trifluoroethyl)-1H-indol-2-yl)prop-2-yn-1-yl]amino}benzene-1-sulfonamide COC=1C=C(C=CC1NCC#CC=1N(C2=CC=CC(=C2C1)NC1CCC(CC1)N(CCOC)CCOC)CC(F)(F)F)S(=O)(=O)N